O=C1NC(CCC1N1C(C2=CC(=C(C=C2C1=O)OC1CC(C1)N(CC1CCNCC1)C(C)C)OC)=O)=O 2-(2,6-dioxopiperidin-3-yl)-5-((1r,3r)-3-(isopropyl(piperidin-4-ylmethyl)amino)cyclobutoxy)-6-methoxyisoindoline-1,3-dione